2-(3,5-dimethylphenyl)-2-[(2-piperidine-4-ylethyl)amino]-N-(pyridine-4-ylmethyl)acetamid CC=1C=C(C=C(C1)C)C(C(=O)NCC1=CC=NC=C1)NCCC1CCNCC1